methyl (7-isopropyl-1,3-dimethyl-2-oxo-2,3-dihydro-1H-benzo[d]imidazol-5-yl)(6-methoxypyridin-3-yl)carbamodithioate C(C)(C)C1=CC(=CC2=C1N(C(N2C)=O)C)N(C(=S)SC)C=2C=NC(=CC2)OC